C(C1=CC=CC=C1)O[C@@H]1CC[C@H](CC1)C(O)C1=C2C(=NC=C1OC)N(C=C2)[Si](C(C)C)(C(C)C)C(C)C (trans-4-(benzyloxy)cyclohexyl)(5-methoxy-1-(triisopropylsilyl)-1H-pyrrolo[2,3-b]pyridin-4-yl)methanol